(2S,3R,4S,5R)-2-(7-amino-2H-pyrazolo[4,3-d]pyrimidin-3-yl)-5-(hydroxymethyl)oxolane-3,4-diol NC=1C=2C(N=CN1)=C(NN2)[C@@H]2O[C@@H]([C@H]([C@H]2O)O)CO